BrC=1C2=C(C(=NC1)Cl)CNC2=O 7-bromo-4-chloro-2,3-dihydro-1H-pyrrolo[3,4-c]pyridin-1-one